3-(1H-imidazol-1-yl)butan-1-amine N1(C=NC=C1)C(CCN)C